FC(C=1C=CC(=NC1)CN1C=NC(=C1)C(=O)OCC)(F)F ethyl 1-((5-(trifluoromethyl)pyridin-2-yl)methyl)-1H-imidazole-4-carboxylate